C(C)[C@@H]1N(S(OC1)(=O)=O)C(=O)OC(C)(C)C tert-butyl (S)-4-ethyl-1,2,3-oxthiazolidine-3-carboxylate 2,2-dioxide